1-(4-methoxyphenyl)-2-(4-(2-methoxyphenyl)-1H-1,2,3-triazol-1-yl)ethan-1-one COC1=CC=C(C=C1)C(CN1N=NC(=C1)C1=C(C=CC=C1)OC)=O